(4-aminobutyl)boric acid NCCCCOB(O)O